(3S)-3-cyclopentyl-3-[4-(7H-pyrrolo[2,3-d]pyrimidin-4-yl)pyrazol-1-yl]propanenitrile C1(CCCC1)[C@H](CC#N)N1N=CC(=C1)C=1C2=C(N=CN1)NC=C2